N-(5-fluoroquinolin-6-yl)-7-(1-methyl-1H-pyrazol-4-yl)-5-(1-(oxetan-3-yl)propoxy)quinazolin-4-amine FC1=C2C=CC=NC2=CC=C1NC1=NC=NC2=CC(=CC(=C12)OC(CC)C1COC1)C=1C=NN(C1)C